NC1=NC=C(C2=C1C=NN2COCC[Si](C)(C)C)NC(=O)C(=O)N(CC2=NC(=CC=C2)C)CC2=CC=CC=C2 N-[4-amino-1-(2-trimethylsilylethoxymethyl)pyrazolo[4,3-c]pyridin-7-yl]-N'-benzyl-N'-[(6-methyl-2-pyridyl)methyl]oxamide